N1(CCOCC1)C1=CC=C(C=C1)S.[Na] sodium 4-morpholinyl-thiophenol